1,2,3,4,5-penta(3,5-dimethylphenyl)-1,3-cyclopentadiene CC=1C=C(C=C(C1)C)C1=C(C(=C(C1C1=CC(=CC(=C1)C)C)C1=CC(=CC(=C1)C)C)C1=CC(=CC(=C1)C)C)C1=CC(=CC(=C1)C)C